di-t-butylsilane C(C)(C)(C)[SiH2]C(C)(C)C